N-(1-Methyl-1H-pyrazol-4-yl)-N-{[(2S)-oxolan-2-yl]methyl}amino-sulfonamide CN1N=CC(=C1)N(S(=O)=O)NC[C@H]1OCCC1